tert-butyl 4-{2-[4-(4-fluorophenyl)-5-(pyridin-4-yl)-1H-imidazol-1-yl]propanoyl}piperazine-1-carboxylate FC1=CC=C(C=C1)C=1N=CN(C1C1=CC=NC=C1)C(C(=O)N1CCN(CC1)C(=O)OC(C)(C)C)C